2-imino-3-(5-methoxy-2-((2,2,2-trifluoroethoxy)methyl)phenyl)thiazolidin-4-one phenyl-(5-tert-butyl-2-phenyl-2H-pyrazol-3-yl)-carbamate C1(=CC=CC=C1)N(C(O)=O)C=1N(N=C(C1)C(C)(C)C)C1=CC=CC=C1.N=C1SCC(N1C1=C(C=CC(=C1)OC)COCC(F)(F)F)=O